NC1=C(C=C(C=C1)C1=NN(C(=C1C(=O)N)NC1=NC=CC=C1)C(C)(C)C)OCC1=NC=C(C=C1)F 3-{4-amino-3-[(5-fluoropyridin-2-yl)methoxy]phenyl}-1-tert-butyl-5-[(pyridin-2-yl)amino]-1H-pyrazole-4-carboxamide